CN1C[C@H]([C@H](CC1)NC(=O)C1=CC(=CC=2N(C=NC21)CC(F)(F)F)C#CCNC2=C(C=C(C=C2)S(=O)(=O)C)OC)C N-[(3R,4S)-1,3-dimethyl-4-piperidyl]-6-[3-(2-methoxy-4-methylsulfonyl-anilino)prop-1-ynyl]-1-(2,2,2-trifluoroethyl)benzimidazole-4-carboxamide